CC1=CC=C(C=C1)S(=O)(=O)N1C=NC=C1 1-(4-toluensulfonyl)imidazole